trans-3-(prop-1-en-2-yl)cyclohexyl 4-nitrobenzoate [N+](=O)([O-])C1=CC=C(C(=O)O[C@@H]2C[C@H](CCC2)C(=C)C)C=C1